CN(C)CCCC(C)=O N,N-dimethylacetylpropylamine